2-(2-(2-(difluoromethoxy)-7-methylquinoxalin-5-yl)benzo[d]thiazol-7-yloxy)ethylcarbamic acid tert-butyl ester C(C)(C)(C)OC(NCCOC1=CC=CC=2N=C(SC21)C2=C1N=CC(=NC1=CC(=C2)C)OC(F)F)=O